C1(=CC(=CC=C1)NC=1C(C(=O)O)=CC=CC1)C N-m-tolyl-anthranilic acid